sodium sulfimide [SH2]=N.[Na]